5-(5-bromo-2-nitrophenyl)oxazole BrC=1C=CC(=C(C1)C1=CN=CO1)[N+](=O)[O-]